carbamoylbenzamide C(N)(=O)C1=C(C(=O)N)C=CC=C1